COCN1C=C(C=CC1=O)C=1C=NC=C(C1)C=1C=C2CC(N(C2=CC1)C)=O 5-(1'-(methoxymethyl)-6'-oxo-1',6'-dihydro-[3,3'-bipyridin]-5-yl)-1-methylindolin-2-one